ClC1=CC=C(CN2N=C(C3=CC=CC=C23)NC(=O)C2=COC=C2)C=C1 N-(1-(4-chlorobenzyl)-1H-indazol-3-yl)furan-3-carboxamide